C1(CC1)OC1=NC=NC(=C1C1=CNC2=NC(=CC=C21)NC(=O)C2C(C2)CN2CCN(CC2)CC)OC N-[3-(4-cyclopropoxy-6-methoxypyrimidin-5-yl)-1H-pyrrolo[2,3-b]pyridin-6-yl]-2-[(4-ethylpiperazin-1-yl)methyl]cyclopropane-1-carboxamide